amino-7-(difluoromethoxy)-1-(o-tolyl)quinazolin-2(1H)-one NC1=NC(N(C2=CC(=CC=C12)OC(F)F)C1=C(C=CC=C1)C)=O